8-(5-(5-fluoro-2-methoxypyridin-4-yl)-1H-pyrazole-3-carbonyl)-8-azabicyclo[3.2.1]octane-3-carboxamide FC=1C(=CC(=NC1)OC)C1=CC(=NN1)C(=O)N1C2CC(CC1CC2)C(=O)N